N-(4-(7-((1-acetylpiperidin-4-yl)methoxy)-6-methoxyquinazolin-4-yl)phenyl)-2-(4-isopropyl-1H-1,2,3-triazol-1-yl)acetamide C(C)(=O)N1CCC(CC1)COC1=C(C=C2C(=NC=NC2=C1)C1=CC=C(C=C1)NC(CN1N=NC(=C1)C(C)C)=O)OC